O1CC12CC(C2)C#N 1-Oxaspiro[2.3]hexane-5-carbonitrile